1-(5-chloro-9-oxo-xanthen-3-yl)-3-(trifluoromethyl)pyrrolidine-3-carboxylic acid ClC1=C2OC=3C=C(C=CC3C(C2=CC=C1)=O)N1CC(CC1)(C(=O)O)C(F)(F)F